N-[(2,4-dimethoxyphenyl)methyl]-6-[6-[(6-methylpyridazin-3-yl)amino]benzimidazol-1-yl]pyridine-3-carboxamide COC1=C(C=CC(=C1)OC)CNC(=O)C=1C=NC(=CC1)N1C=NC2=C1C=C(C=C2)NC=2N=NC(=CC2)C